6-(6-(((1R,3S,5S)-8-azabicyclo[3.2.1]oct-3-yl)oxy)pyridazin-3-yl)isoquinolin-7-ol [C@H]12CC(C[C@H](CC1)N2)OC2=CC=C(N=N2)C=2C=C1C=CN=CC1=CC2O